3-(5-(((1r,2s)-2-aminocyclopentyl)oxy)-4-fluoro-1-oxoisoindolin-2-yl)piperidine-2,6-dione N[C@@H]1[C@@H](CCC1)OC=1C(=C2CN(C(C2=CC1)=O)C1C(NC(CC1)=O)=O)F